6-(benzyloxy)-8-methyl-3,4-dihydro-2H-1,2λ6,3-benzoxathiazine-2,2-dione C(C1=CC=CC=C1)OC=1C=C(C2=C(CNS(O2)(=O)=O)C1)C